(5S,8S,11S)-Methyl 8-isobutyl-5-isopropyl-3,6,9-trioxo-11-(((S)-2-oxopyrrolidin-3-yl)methyl)-1-phenyl-2-oxa-4,7,10-triazadodecan-12-oate C(C(C)C)[C@H](NC([C@@H](NC(OCC1=CC=CC=C1)=O)C(C)C)=O)C(N[C@H](C(=O)OC)C[C@H]1C(NCC1)=O)=O